5-acetoxy-6-hydroxyindoline C(C)(=O)OC=1C=C2CCNC2=CC1O